BrC1=CC=C(C=C1)[C@H]1CC(OC(C1)(C)C)=O (R)-4-(4-bromophenyl)-6,6-dimethyltetrahydro-2H-pyran-2-one